4-cyclohexylmethylene cyclohexane-1,4-dicarboxylate C12CCC(CC1)C(=O)OC(C1CCCCC1)OC2=O